COC(=O)C1N(CCN(C1)C=1N=NC(=CC1)OCC=1C(=NOC1C)C1=CC=C(C=C1)F)CCN 1-(2-aminoethyl)-4-(6-((3-(4-fluorophenyl)-5-methylisoxazol-4-yl)methoxy)pyridazine-3-yl)piperazine-2-carboxylic acid methyl ester